C(C)(C)(C)C1=CC=C(CN2C=CC3=CC(=CC=C23)N)C=C1 1-(4-(tert-butyl)benzyl)-1H-indol-5-amine